3-{5-{[(4-fluorobenzyl)amino]methyl}-1,2,4-oxadiazol-3-yl}-N-(1H-indazol-5-yl)imidazo[1,2-b]pyridazin-6-amine FC1=CC=C(CNCC2=NC(=NO2)C2=CN=C3N2N=C(C=C3)NC=3C=C2C=NNC2=CC3)C=C1